E-1-bromo-3,3,3-trifluoropropene Br\C=C\C(F)(F)F